N-(4-cyano-2-fluorophenyl)-5-naphthalen-1-yl-1H-pyrrole-3-sulfonamide C(#N)C1=CC(=C(C=C1)NS(=O)(=O)C1=CNC(=C1)C1=CC=CC2=CC=CC=C12)F